NC[C@@]12[C@@H]([C@@H]([C@H](C(OC1)O2)N2C(OCC2=O)=O)O)O 3-((1S,2R,3R,4R)-1-(Aminomethyl)-2,3-dihydroxy-6,8-dioxabicyclo[3.2.1]octan-4-yl)oxazolidine-2,4-dione